1-(3-Bromopropyl)-5-nitro-1H-indole BrCCCN1C=CC2=CC(=CC=C12)[N+](=O)[O-]